2-arachidonyl-glycerol C(CCC\C=C/C\C=C/C\C=C/C\C=C/CCCCC)OC(CO)CO